N-(1'-(6-methyl-2-(1-(methylsulfonyl)ethyl)pyrimidin-4-yl)-1',2'-dihydrospiro[cyclopropane-1,3'-pyrrolo[3,2-c]pyridin]-6'-yl)acetamide CC1=CC(=NC(=N1)C(C)S(=O)(=O)C)N1CC2(C=3C=NC(=CC31)NC(C)=O)CC2